(S)-3-Chloro-N'-((1,2,3,5,6,7-hexahydrodicyclopenta[b,e]pyridin-8-yl)carbamoyl)-5-(2-hydroxypropan-2-yl)thiophene-2-sulfonimidamide ClC1=C(SC(=C1)C(C)(C)O)[S@](=O)(N)=NC(NC1=C2C(=NC3=C1CCC3)CCC2)=O